2-fluoro-1,3-dimethyl-imidazole hexafluorophosphate F[P-](F)(F)(F)(F)F.FC1N(C=CN1C)C